4-(dimethylamino)but-2-enamide trifluoroacetate FC(C(=O)O)(F)F.CN(CC=CC(=O)N)C